N-(2-Fluoro-6-(trifluoromethyl)benzyl)-2-(1H-imidazol-1-yl)-5H-pyrrolo[3,2-d]pyrimidine-4-carboxamide FC1=C(CNC(=O)C=2C3=C(N=C(N2)N2C=NC=C2)C=CN3)C(=CC=C1)C(F)(F)F